Deoxyacetic acid sodium salt [Na].C(C)=O